C(CCCCCCCCCCC)S(=O)(=O)O dodecyl-sulfonic acid